CC1=CC=CC=C1C2=CC=CC=C2 methyl-1,1'-biphenyl